[2-(3-cyclopentanesulfonyl-phenylamino)-5-methyl-pyrimidin-4-ylamino]-3H-benzooxazol-2-one C1(CCCC1)S(=O)(=O)C=1C=C(C=CC1)NC1=NC=C(C(=N1)NN1C(OC2=C1C=CC=C2)=O)C